3,4-(methylenedioxy)toluene CC1=CC2=C(C=C1)OCO2